3-(2-aminoethyl)-5-fluoro-1H-indol-6-amine NCCC1=CNC2=CC(=C(C=C12)F)N